1-(4-trifluoromethoxybenzyl)-1H-Indazole-6-carboxylic acid hydroxyamide ONC(=O)C1=CC=C2C=NN(C2=C1)CC1=CC=C(C=C1)OC(F)(F)F